(E)-N'-(8-chloro-2,4-diiodonaphthalen-1-yl)-N,N-dimethylmethanimidamide ClC=1C=CC=C2C(=CC(=C(C12)/N=C/N(C)C)I)I